FC(C1=C(C=NC=C1)C1CCC(CC1)C1=CC=2C(=NC(=CN2)C)NC1=O)F 7-((1r,4r)-4-(4-(difluoromethyl)pyridin-3-yl)cyclohexyl)-3-methylpyrido[2,3-b]pyrazin-6(5H)-one